PENTAMETHYLENE GLYCOL C(CCCCO)O